1-(4-bromophenyl)-2-(1H-imidazol-1-yl)ethan-1-ol BrC1=CC=C(C=C1)C(CN1C=NC=C1)O